8-chloro-2-propylpyrido[3,4-d][1,2,3]diazaborinin-1(2H)-ol ClC1=NC=CC2=C1B(N(N=C2)CCC)O